(11R)-11-(2,2-Dimethylpropyl)-6-(2,3,6-trimethylphenyl)-9-oxa-2λ6-thia-3,5,12,19-tetraazatricyclo[12.3.1.14,8]nonadeca-1(18),4,6,8(19),14,16-hexaene-2,2,13-trione CC(C[C@@H]1COC=2C=C(N=C(NS(C=3C=CC=C(C(N1)=O)C3)(=O)=O)N2)C2=C(C(=CC=C2C)C)C)(C)C